IC1=CC(=C(C=2N1N=CN2)C(=O)OC(C)(C)C)OCC2=CC=CC=C2 Tert-butyl 5-iodo-7-(benzyloxy)-[1,2,4]triazolo[1,5-a]pyridine-8-carboxylate